NCCCCCCNCCC[Si](OC)(OC)OC N-(6-aminohexyl)-3-aminopropyl-trimethoxysilane